ClC=1C=C(NC2(CCC3(C(CC4=C(C=CC=C34)C)C[C@H](COC3=CC=NC=4CCC[C@H](C34)C)C)CC2)C(=O)O)C=CC1 (1R,4R)-4-(3-Chloroanilino)-4'-methyl-2'-[(2R)-2-methyl-3-{[(5R)-5-methyl-5,6,7,8-tetrahydroquinolin-4-yl]oxy}propyl]-2',3'-dihydrospiro[cyclohexane-1,1'-indene]-4-carboxylic acid